5-hydroxy-2-(3-phenoxybenzyl)-6-propylpyridine-3,4-dicarboxylic acid dimethyl ester COC(=O)C=1C(=NC(=C(C1C(=O)OC)O)CCC)CC1=CC(=CC=C1)OC1=CC=CC=C1